dilaurylthiodi-propionate C(CCCCCCCCCCC)OC(CCSCCC(=O)OCCCCCCCCCCCC)=O